(±)-2-(5-cyclopropyl-3-(2,6-dichlorophenyl)isoxazol-4-yl)-1,3-dioxa-8-azaspiro[4.5]decane-8-carboxylic acid tert-butyl ester C(C)(C)(C)OC(=O)N1CCC2(CO[C@H](O2)C=2C(=NOC2C2CC2)C2=C(C=CC=C2Cl)Cl)CC1 |r|